FC1(CC(CCC1)N(C1=C(C=CC=C1)F)C(CC1(CCN(CC1)C1=NC=CC=C1)C(=O)OC)=O)F methyl 4-[2-(N-(3,3-difluorocyclohexyl)-2-fluoro-anilino)-2-oxo-ethyl]-1-(2-pyridyl)piperidine-4-carboxylate